BrCCC/C=C/CCCCCC(OCCCCCCCCCC)OCCCCCCCCCC (7E)-11-bromo-1,1-didecyloxy-7-undecene